CN1C(C=2C(C(=C1)C=O)=CN(C2)COCC[Si](C)(C)C)=O 5-methyl-4-oxo-2-((2-(trimethylsilyl)ethoxy)methyl)-4,5-dihydro-2H-pyrrolo[3,4-c]pyridine-7-carbaldehyde